N-(3-(1H-Imidazol-1-yl)-5-Methoxyphenyl)-8-methoxyquinolin-4-amine N1(C=NC=C1)C=1C=C(C=C(C1)OC)NC1=CC=NC2=C(C=CC=C12)OC